(Z)-3-fluoro-4-(6-methylpyridin-3-ylsulfonyl)but-2-en-1-amine F\C(=C/CN)\CS(=O)(=O)C=1C=NC(=CC1)C